N1(CCCCC1)C1=C2C(=NC=C1)NC=C2 4-piperidinyl-pyrrolo[2,3-b]pyridine